BrC1=CN=C(N1C)C=NS(=O)C(C)(C)C N-((5-bromo-1-methyl-1H-imidazol-2-yl)methylene)-2-methylpropan-2-sulfinamide